ClC=1C=C(C=CC1C)C=1N=C(SC1SC(C)C)N1N=C(C(=C1C(=O)O)C1=CC(=CC=C1)F)C 1-(4-(3-chloro-4-methylphenyl)-5-(isopropylthio)thiazol-2-yl)-4-(3-fluorophenyl)-3-methyl-1H-pyrazole-5-carboxylic acid